[3-Isopropyl[1,4'-bipiperidine]-1'-yl]{2-[methyl(pyridin-2-ylmethyl)amino]-1,3-thiazol-4-yl}methanone C(C)(C)C1CN(CCC1)C1CCN(CC1)C(=O)C=1N=C(SC1)N(CC1=NC=CC=C1)C